N-[5-(2,6-dichlorophenyl)-1-trityl-1H-indazol-3-yl]-4-(methylamino)cyclohexanecarboxamide ClC1=C(C(=CC=C1)Cl)C=1C=C2C(=NN(C2=CC1)C(C1=CC=CC=C1)(C1=CC=CC=C1)C1=CC=CC=C1)NC(=O)C1CCC(CC1)NC